C(C)(=O)N1CCN(CC1)C1=C(N(C=2N(C1=O)N=C(N2)C2=NC=C(C=N2)O)CC(=O)NC2=C(C=C(C=C2)C(F)(F)F)Cl)CC 2-(6-(4-acetylpiperazin-1-yl)-5-ethyl-2-(5-hydroxypyrimidin-2-yl)-7-oxo-[1,2,4]triazolo[1,5-a]pyrimidin-4(7H)-yl)-N-(2-chloro-4-(trifluoromethyl)phenyl)acetamide